5-((3-oxabicyclo[3.1.0]hexan-1-yl)methoxy)-7-bromo-N-(5-fluoroquinolin-6-yl)quinazolin-4-amine C12(COCC2C1)COC1=C2C(=NC=NC2=CC(=C1)Br)NC=1C(=C2C=CC=NC2=CC1)F